4-(4-(bicyclo[1.1.1]pentan-1-ylamino)-8-fluoro-2-(((2R,7aS)-2-fluorotetrahydro-1H-pyrrolizin-7a(5H)-yl)methoxy)-6-(trifluoromethyl)quinazolin-7-yl)-7-fluorobenzo[d]thiazol-2-amine C12(CC(C1)C2)NC2=NC(=NC1=C(C(=C(C=C21)C(F)(F)F)C2=CC=C(C1=C2N=C(S1)N)F)F)OC[C@]12CCCN2C[C@@H](C1)F